bis(4,6-diphenyl-1,3,5-triazin-2-yl)biphenyl C1(=CC=CC=C1)C1=NC(=NC(=N1)C1=CC=CC=C1)C1=CC=C(C=C1)C1=CC=C(C=C1)C1=NC(=NC(=N1)C1=CC=CC=C1)C1=CC=CC=C1